C1(CC1)NS(=O)(=O)C1=CC=C(C=C1)C1=CC=C(C=C1)CC#C N-cyclopropyl-4'-propargyl-4-biphenylsulfonamide